1-(3-methoxy-5-methyl-4-phenoxyphenyl)-3-phenyl-1,3,5-triazinane-2,4,6-trione COC=1C=C(C=C(C1OC1=CC=CC=C1)C)N1C(N(C(NC1=O)=O)C1=CC=CC=C1)=O